N1(CCOCC1)C(=O)C=1C=C2C(=CC(=NC2=CC1)C=O)C=1C=NC=CC1 6-(morpholine-4-carbonyl)-4-(pyridin-3-yl)quinoline-2-carbaldehyde